4-(4-cyclopropyl-3-methoxy-5-oxo-4,5-dihydro-1H-1,2,4-triazol-1-yl)-N-(2,6-difluorophenyl)-5-fluoro-2-{[(2S)-1,1,1-trifluoropropan-2-yl]oxy}benzamide C1(CC1)N1C(=NN(C1=O)C1=CC(=C(C(=O)NC2=C(C=CC=C2F)F)C=C1F)O[C@H](C(F)(F)F)C)OC